N-(4-(difluoromethyl)cyclohexyl)-6-(2-hydroxypropan-2-yl)-2-(1-methyl-1H-imidazol-5-yl)pyrimidine-4-carboxamide FC(C1CCC(CC1)NC(=O)C1=NC(=NC(=C1)C(C)(C)O)C1=CN=CN1C)F